2-(2,6-dioxopiperidin-3-yl)-4-((3-(3-(4-(quinoxalin-2-yl)-1H-pyrazol-1-yl)cyclobutyl)propyl)amino)isoindoline-1,3-dione O=C1NC(CCC1N1C(C2=CC=CC(=C2C1=O)NCCCC1CC(C1)N1N=CC(=C1)C1=NC2=CC=CC=C2N=C1)=O)=O